FC=1C=C(COC2=NC(N3C(N4C(COCC4)(C3)C)=C2)=O)C=C(C1OC1=CC(=NC=C1)C)F 7-((3,5-difluoro-4-((2-methyl-pyridin-4-yl)oxy)benzyl)oxy)-11a-methyl-3,4,11,11a-tetrahydro-1H,9H-pyrimido[6',1':2,3]imidazo[5,1-c][1,4]oxazin-9-one